1-(4-(trifluoromethoxy)phenyl)cyclopropane-1-carbonitrile FC(OC1=CC=C(C=C1)C1(CC1)C#N)(F)F